CC=1N=C(C2=C(N1)C1=C(O2)C=CC=C1)N1[C@@H](C[C@@H](C1)CC(NC1=CC=C(C=C1)N1CCNCC1)=O)C(=O)O (2S,4R)-1-(2-methylbenzofuro[3,2-d]pyrimidin-4-yl)-4-(2-oxo-2-((4-(piperazin-1-yl)phenyl)amino)ethyl)pyrrolidine-2-carboxylic acid